BrC=1C=C2C=C(C(=NC2=CC1)OC)C(C(CCN(C)C)(O)C1=CC(=NC(=C1)OC)OC)C1=C(N=C(S1)OC)Cl 1-(6-bromo-2-methoxyquinolin-3-yl)-1-(4-chloro-2-methoxythiazol-5-yl)-2-(2,6-dimethoxypyridin-4-yl)-4-(dimethylamino)butan-2-ol